BrC=1C=C2C(=NC=NC2=CC1)NC1=CC(=C(OC2=CC(N(C=C2)C)=O)C=C1)C 4-[4-[(6-bromoquinazolin-4-yl)amino]-2-methylphenoxy]-1-methylpyridin-2-one